[Na].SCCC[Si](OC)(OC)C γ-mercaptopropyl-methyl-dimethoxysilane sodium